[Al].[Tb].[Pr] praseodymium-terbium aluminum